NO.C(C(O)C)(=O)O lactate compound with hydroxylamine